1-(3-fluoro-4-(3-oxopyrrolidine-1-carbonylamino)phenyl)-7-methoxy-[1,2,4]triazolo[4,3-a]quinoxaline-8-carboxamide FC=1C=C(C=CC1NC(=O)N1CC(CC1)=O)C1=NN=C2N1C1=CC(=C(C=C1N=C2)OC)C(=O)N